tert-butyl N-[[1-[(2-fluorophenyl) methyl]-4-piperidinyl] methyl]-N-methyl-carbamate FC1=C(C=CC=C1)CN1CCC(CC1)CN(C(OC(C)(C)C)=O)C